(1R,5S,6s)-N-(2-(1-cyclopropylimidazo[1,5-a]pyridin-3-yl)propan-2-yl)-3-azabicyclo[3.1.1]heptane-6-carboxamide C1(CC1)C=1N=C(N2C1C=CC=C2)C(C)(C)NC(=O)C2[C@H]1CNC[C@@H]2C1